2,3-dimethyl-4-(4,4,5,5-tetramethyl-1,3,2-dioxaborolan-2-yl)phenol CC1=C(C=CC(=C1C)B1OC(C(O1)(C)C)(C)C)O